methyl (2S,4R)-4-(difluoromethoxy)-1-((4-(4-(trifluoromethyl)phenoxy)benzoyl)glycyl)pyrrolidine-2-carboxylate FC(O[C@@H]1C[C@H](N(C1)C(CNC(C1=CC=C(C=C1)OC1=CC=C(C=C1)C(F)(F)F)=O)=O)C(=O)OC)F